2-{4,10-bis(2-tert-butoxy-2-oxoethyl)-7-[1-ethoxy-3-(4-ethoxyphenyl)-1-oxopropan-2-yl]-1,4,7,10-tetraazacyclododecane-1-yl}pentanoic acid ethyl ester C(C)OC(C(CCC)N1CCN(CCN(CCN(CC1)CC(OC(C)(C)C)=O)C(C(=O)OCC)CC1=CC=C(C=C1)OCC)CC(=O)OC(C)(C)C)=O